dimethyl 5-sulfoisophthalate monosodium salt [Na+].S(=O)(=O)([O-])C=1C=C(C=C(C(=O)OC)C1)C(=O)OC